BrC1=C(C=C(C(=O)NC2=CC=C(C=C2)Br)C=C1)S(=O)(=O)NCC1=CC=CC=C1 4-bromo-N-(4-bromophenyl)-3-[[(benzyl)amino]sulfonyl]-benzamide